BrC=1C=C(C=C2C(N(CC12)CC1=CC=C(C=C1)OC)=O)F 7-bromo-5-fluoro-2-(4-methoxybenzyl)-3-oxoisoindoline